1-[2-hydroxy-1-[2-(2,2,2-trifluoro-ethoxy)pyridin-4-yl]ethyl]-3-[(1r,3r)-3-(trifluoromethyl)cyclobutyl]urea OCC(C1=CC(=NC=C1)OCC(F)(F)F)NC(=O)NC1CC(C1)C(F)(F)F